C(C)[C@@H]1N(CC[C@@H](C1)C1=NN=CN1C)C(=O)OC(C)(C)C |r| (rac)-tert-butyl cis-2-ethyl-4-(4-methyl-4H-1,2,4-triazol-3-yl)piperidine-1-carboxylate